1-amino-4-(4-(pyridin-2-ylcarbamoyl)phenyl)-1H-imidazole-5-carboxamide NN1C=NC(=C1C(=O)N)C1=CC=C(C=C1)C(NC1=NC=CC=C1)=O